C(#N)C1=CC(=C(C=C1)/C(/C(=O)OCC)=C/N(C)C)CC ethyl (Z)-2-(4-cyano-2-ethylphenyl)-3-(dimethylamino)acrylate